N=1C2=C(OC3(C1)N=C1C=CC=CC1=C3)C=CC3=CC=CC=C32 spiro[2H-indole-2,3'-[3H]naphtho[2,1-b][1,4]oxazine]